2-{3-[(3R,5S)-3,5-dimethylpiperazin-1-yl]-1,2,4-triazin-6-yl}-5-[1-(2H3)methyl-1H-pyrazol-4-yl]phenol C[C@@H]1CN(C[C@@H](N1)C)C=1N=NC(=CN1)C1=C(C=C(C=C1)C=1C=NN(C1)C([2H])([2H])[2H])O